N1N=CC(=C1)CCNC1=NC(=NC(=C1C)C)C(=O)N1CC(C1)(C1=CC=CC=C1)C (4-((2-(1H-pyrazol-4-yl)ethyl)amino)-5,6-dimethylpyrimidin-2-yl)(3-methyl-3-phenylazetidin-1-yl)methanone